C(C)(C)OC1=CC=C(C=C1)C1=CC=C2CCCC(C2=C1)NC(O[C@@H]1CN2CCC1CC2)=O (S)-quinuclidin-3-yl (7-(4-isopropoxyphenyl)-1,2,3,4-tetrahydronaphthalen-1-yl)carbamate